2,2-bis(4-hydroxy-phenyl)hexafluoropropane OC1=CC=C(C=C1)C(C(F)(F)F)(C(F)(F)F)C1=CC=C(C=C1)O